Trimethylene Glycol MonoButyl ether C(CCC)OCCCO